butyl (1-(cyano(hydroxy)methyl)cyclohexyl)carbamate C(#N)C(C1(CCCCC1)NC(OCCCC)=O)O